2-sulfonylaminobenzaldehyde S(=O)(=O)=NC1=C(C=O)C=CC=C1